BrC=1C=2C(C3=C(NC2N=CC1C=C)CC(CC3=O)(C)C)(C)C3=CC(=CC=C3)OC(C)C 4-bromo-5-(3-isopropoxyphenyl)-5,8,8-trimethyl-3-vinyl-9,10-dihydro-7H-benzo[b][1,8]naphthyridin-6-one